5-(4-methylbenzyl)-5,6-dihydro-4H-1,2,4-oxadiazine CC1=CC=C(CC2NC=NOC2)C=C1